CC1=CC=CC2=C1SC1=C2C=CC=C1 4-methyldibenzothiophene